NC=1C=C(C=CC1O)C(COC)N1C(NCC(C1)(F)F)=O 1-(1-(3-amino-4-hydroxyphenyl)-2-methoxyethyl)-5,5-difluorotetrahydro-pyrimidin-2(1H)-one